CC1=NN=C2N1C=CC(=C2)CN (3-methyl-[1,2,4]triazolo[4,3-a]pyridin-7-yl)methanamine